1-(4-(2,3-difluoro-4-(1H-pyrazol-4-yl)phenyl)piperidin-1-yl)-2-phenylethan-1-one FC1=C(C=CC(=C1F)C=1C=NNC1)C1CCN(CC1)C(CC1=CC=CC=C1)=O